1-(3-fluoro-4-methylbenzyl)-5-hydroxy-N-methyl-2-oxo-2,3-dihydro-1H-benzo[b]azepine-4-carboxamide FC=1C=C(CN2C3=C(C(=C(CC2=O)C(=O)NC)O)C=CC=C3)C=CC1C